2-((S)-3-carboxybutanoyl)-4-fluoro-6-methoxybenzo[b]thiophen C(=O)(O)[C@H](CC(=O)C1=CC2=C(S1)C=C(C=C2F)OC)C